FC1=C(C#N)C=CC(=C1)C1=NC(=NC2=CC=C(C=C12)C1=C(C=CC=C1)C)NC[C@@H]1CNCC1 (S)-2-fluoro-4-(2-((pyrrolidin-3-ylmethyl)amino)-6-(o-tolyl)quinazolin-4-yl)benzonitrile